(R)-4-(2-(methoxymethyl)piperazin-1-yl)pyrimidine COC[C@@H]1N(CCNC1)C1=NC=NC=C1